FC(OC1=CC(=NN1)NC1=CN=C2C(=N1)N(N=C2)[C@@H](CCO)C)F (R)-3-(6-((5-(difluoromethoxy)-1H-pyrazol-3-yl)amino)-1H-pyrazolo[3,4-b]Pyrazin-1-yl)butan-1-ol